COC=1N=CC(=NC1)N[C@H](C(=O)O)CCN(CCCCC1=NC=2NCCCC2C=C1)CCOC=1C=NC(=CC1)C (S)-2-((5-methoxypyrazin-2-yl)amino)-4-((2-((6-methylpyridin-3-yl)oxy)ethyl)(4-(5,6,7,8-tetrahydro-1,8-naphthyridin-2-yl)butyl)amino)butanoic acid